BrC=1C=CC=2N(C1)C(=C(N2)Cl)S(=O)(=O)CC 6-bromo-2-chloro-3-(ethylsulfonyl)imidazo[1,2-a]pyridine